4-(4-(piperidin-1-yl)butoxy)benzaldehyde N1(CCCCC1)CCCCOC1=CC=C(C=O)C=C1